ClC1=NC2=CC=CN=C2C(=C1C(=O)OCC)N[C@H](CO)CCCC ethyl (S)-2-chloro-4-((1-hydroxyhex-2-yl) amino)-1,5-naphthyridine-3-carboxylate